4-((4-(4-(2-(2-aminopyridin-3-yl)-5-phenyl-3H-imidazo[4,5-b]pyridin-3-yl)benzyl)-1,4-oxazepan-6-yl)amino)-1,3,5-triazine-2-carbonitrile NC1=NC=CC=C1C1=NC=2C(=NC(=CC2)C2=CC=CC=C2)N1C1=CC=C(CN2CCOCC(C2)NC2=NC(=NC=N2)C#N)C=C1